N-(4-benzylthio-2-methyl-phenyl)-4-(1-methylpyrazol-4-yl)-5-(trifluoromethyl)pyrimidin-2-amine C(C1=CC=CC=C1)SC1=CC(=C(C=C1)NC1=NC=C(C(=N1)C=1C=NN(C1)C)C(F)(F)F)C